2-(piperidin-4-yl)-N-(pyridin-3-ylmethyl)benzo[d]Thiazole-6-carboxamide N1CCC(CC1)C=1SC2=C(N1)C=CC(=C2)C(=O)NCC=2C=NC=CC2